4-[[(1R)-1-[3-amino-5-(trifluoromethyl)phenyl]ethyl]amino]-6-bromo-2-methyl-8H-pyrido[2,3-d]pyrimidin-7-one NC=1C=C(C=C(C1)C(F)(F)F)[C@@H](C)NC=1C2=C(N=C(N1)C)NC(C(=C2)Br)=O